[P].C1(=CC=CC=C1)[C@H](C)OC=1C=CC=C2C=NC=NC12 8-[(1S)-1-phenylethoxy]quinazolin phosphorus